OCC1=CC=C(C=C1)C=1OC2=C(C1C(=O)O)C=CC=C2 2-(4-hydroxymethylphenyl)benzofuran-3-carboxylic acid